(2RS,4RS)-6-chloro-4-hydroxy-N-{(1SR,2RS,4SR,5RS)-5-[4-(trifluoromethyl)benzamido]bicyclo[2.2.1]hept-2-yl}-3,4-dihydro-2H-1-benzopyran-2-carboxamide ClC=1C=CC2=C([C@@H](C[C@@H](O2)C(=O)N[C@H]2[C@@H]3C[C@H]([C@H](C2)C3)NC(C3=CC=C(C=C3)C(F)(F)F)=O)O)C1 |r|